5-cyano-N-[2,4-difluoro-3-[5-(1-[[2-(trimethylsilyl)ethoxy]methyl]imidazol-2-yl)imidazo[1,5-b]pyridazin-2-yl]phenyl]-2-methoxypyridine-3-sulfonamide C(#N)C=1C=C(C(=NC1)OC)S(=O)(=O)NC1=C(C(=C(C=C1)F)C=1C=CC=2N(N1)C=NC2C=2N(C=CN2)COCC[Si](C)(C)C)F